C(C)(SC(C)CCN1C(C2=CC=CC=C2C1=O)=O)=O S-(4-(1,3-dioxoisoindolin-2-yl)butan-2-yl) ethanethioate